(pyrimidin-4-ylmethyl)pyridine-3-carboxamide tert-butyl-(3R)-3-[6-(4-chloro-2,6-dimethyl-phenyl)pyrido[2,3-b]pyrazin-3-yl]piperidine-1-carboxylate C(C)(C)(C)OC(=O)N1C[C@@H](CCC1)C1=CN=C2C(=N1)N=C(C=C2)C2=C(C=C(C=C2C)Cl)C.N2=CN=C(C=C2)CC2=NC=CC=C2C(=O)N